N-(3,4-dichloro-1H-indol-7-yl)-1-(2-hydroxy-1,1-dimethyl-ethyl)pyrazole-4-sulfonamide ClC1=CNC2=C(C=CC(=C12)Cl)NS(=O)(=O)C=1C=NN(C1)C(CO)(C)C